(2-methoxypyridin-3-yl)pyrazolo[5,1-b]thiazole-7-carboxamide COC1=NC=CC=C1C1=CN2C(S1)=C(C=N2)C(=O)N